C(C)(C)(C)OC(=O)NC=1SC(=CN1)C[C@@H]1[C@H](N(C1=O)C(N[C@H](C)C1=CC=CC=C1)=O)C(=O)OCC1=CC=CC=C1 benzyl (2S,3R)-3-({2-[(tert-butoxycarbonyl)amino]-1,3-thiazol-5-yl}methyl)-4-oxo-1-{[(1R)-1-phenylethyl]carbamoyl}azetidine-2-carboxylate